C1(CCCCCCC(N1)=O)=O suberimide